2-methyl-5-(naphthalen-1-yl)-1,2,3,3a,4,6a-hexahydrocyclopenta[c]pyrrole CN1CC2C(C1)CC(=C2)C2=CC=CC1=CC=CC=C21